COC(=O)[C@H]1C=C[C@H](C1)NC(=O)C1(CC(=NO1)C1=CC(=CC=C1)F)C (1R,4S)-4-[[[3-(3-fluorophenyl)-5-methyl-4H-1,2-oxazol-5-yl]carbonyl]amino]cyclopent-2-ene-1-carboxylic acid methyl ester